1-(3-(2-aminoethyl)benzoyl)indoline-5-sulfonyl chloride NCCC=1C=C(C(=O)N2CCC3=CC(=CC=C23)S(=O)(=O)Cl)C=CC1